methyl 3-(benzyloxy)-2-nitrobenzoate C(C1=CC=CC=C1)OC=1C(=C(C(=O)OC)C=CC1)[N+](=O)[O-]